C(C)(=O)C=1C2=CC=CC=C2C=2C=CC=CC2C1 9-Acetyl-phenanthren